CC1=CC(=NC(=C1)C)C1=C(C(=O)N)C=CC(=C1)[N+](=O)[O-] (4,6-dimethylpyridin-2-yl)-4-nitrobenzamide